ClC1=C(C=CC(=C1)CNC1=CC=C(C=C1)C(F)(F)F)NC(CCC)=O N-{2-chloro-4-[(4-trifluoromethylphenylamino)methyl]phenyl}butyramide